N,N'-bis(2,6-dimethylphenyl)ethane-1,2-diimine CC1=C(C(=CC=C1)C)N=CC=NC1=C(C=CC=C1C)C